C(#N)C(=C[C@H]1C([C@@H]1C(=O)OCC1=C(C(=CC(=C1Cl)F)F)Cl)(C)C)C 2,6-dichloro-3,5-difluorobenzyl (1R)-trans-3-(2-cyano-1-propenyl)-2,2-dimethylcyclopropanecarboxylate